Tert-butyl N-[5-[[2-[(2S,5R)-2-(4-tert-butylcyclohexyl)-5-methyl-1-piperidyl]-2-oxo-acetyl]amino]-3-methyl-2-pyridyl]carbamate C(C)(C)(C)C1CCC(CC1)[C@H]1N(C[C@@H](CC1)C)C(C(=O)NC=1C=C(C(=NC1)NC(OC(C)(C)C)=O)C)=O